C(C)(C)(C)C1=C(N=C(S1)NC=1N(C=2C(=NC=C(C2)OC2=CC(=NC=C2)NC(C)=O)N1)C)[C@@H]1COCC1 (R)-N-(4-((2-((5-(tert-butyl)-4-(tetrahydrofuran-3-yl)thiazol-2-yl)amino)-1-methyl-1H-imidazo[4,5-b]pyridin-6-yl)oxy)pyridin-2-yl)acetamide